trans-4-amino-N-((6-chloroquinolin-2-yl)methyl)cyclohexanecarboxamide 2,2,2-trifluoroacetate FC(C(=O)O)(F)F.N[C@@H]1CC[C@H](CC1)C(=O)NCC1=NC2=CC=C(C=C2C=C1)Cl